FC=1C(=CC=2C3=C(NC(C2C1)=O)[C@H](OC[C@@H]3N(C(=O)C=3NC1=CC(=C(C=C1C3)F)C(F)F)C)O)F (R,S)-N-(8,9-difluoro-4-hydroxy-6-oxo-1,4,5,6-tetrahydro-2H-pyrano[3,4-c]isoquinolin-1-yl)-6-(difluoromethyl)-5-fluoro-N-methyl-1H-indole-2-carboxamide